C(C)(C)(C)N=C=S tert-Butyl isothiocyanate